(R)-3-(2-amino-2-phenylethyl)-5-(2-fluoro-3-methoxyphenyl)-1-(2-fluoro-6-(trifluoromethyl)benzyl)-6-methylpyrimidine-2,4(1H,3H)-dione Oxalate Salt C(C(=O)O)(=O)O.N[C@@H](CN1C(N(C(=C(C1=O)C1=C(C(=CC=C1)OC)F)C)CC1=C(C=CC=C1C(F)(F)F)F)=O)C1=CC=CC=C1